2-(1-acryloyl-4-(7-(6-methoxyindolin-1-yl)-2-((1-methylpyrrolidin-2-yl)methoxy)-5,6,7,8-tetrahydroquinazolin-4-yl)piperazin-2-yl)acetonitrile C(C=C)(=O)N1C(CN(CC1)C1=NC(=NC=2CC(CCC12)N1CCC2=CC=C(C=C12)OC)OCC1N(CCC1)C)CC#N